P(=O)(O)(O)C(N(C=O)C1[C@H](O)[C@H](O)[C@H](O1)CO)C(=O)N phosphoribosyl-formyl-glycinamide